3-(7-(2-(cyclohexylamino)-2-oxoethoxy)naphthalen-2-yl)-3-(1-ethyl-4-methyl-1H-benzo[d][1,2,3]triazol-5-yl)propanoic acid C1(CCCCC1)NC(COC1=CC=C2C=CC(=CC2=C1)C(CC(=O)O)C1=C(C2=C(N(N=N2)CC)C=C1)C)=O